C1(CC1)COC(=O)C1(C=CCO1)C(NC1=CC(=CC(=C1)Cl)Cl)=O.C(#N)[C@H]1N(CSC1)C(CNC(=O)C1=CC=NC2=CC=C(C=C12)N1CC(C1)C(C)C)=O (R)-N-(2-(4-cyanothiazolidin-3-yl)-2-oxoethyl)-6-(3-isopropylazetidin-1-yl)quinoline-4-carboxamide cyclopropylmethyl-5-[(3,5-dichlorophenyl)carbamoyl]-2H-furan-5-carboxylate